N1(CCC1)C1=CC=C2C3(CC=4C(=NOC4C2=C1)C=1C(=C(C(=CC1CC(=O)N1CCOCC1)OC)S(=O)(=O)N)OC)CC3 (8'-(azetidin-1-yl)-4'H-spiro[cyclopropane-1,5'-naphtho[2,1-d]isoxazol]-3'-yl)-2,6-dimethoxy-4-(2-morpholino-2-oxoethyl)benzenesulfonamide